CCCCCCCCCCCCCCCC(=O)OC[C@H](COP(=O)([O-])OCC[N+](C)(C)C)OC(=O)CCCCCCCC/C=C/C=C\CCCCC 1-hexadecanoyl-2-(10E,12Z-octadecadienoyl)-sn-glycero-3-phosphocholine